FC=1C(=C(C=CC1F)[C@H]1[C@H](O[C@@H](C1)C(F)(F)F)C(=O)NC1=CC(=NC=C1)C(=O)N)OC (2S,3S,5S)-4-[[3-(3,4-Difluoro-2-methoxy-phenyl)-5-(trifluoromethyl)tetrahydrofuran-2-carbonyl]amino]pyridin-2-carboxamid